FC(C(C)OC1=CC=C(N)C=C1)(F)F 4-((1,1,1-trifluoropropan-2-yl)oxy)aniline